C1(=CC=CC=C1)C1C(CC(C=C1)C1=CC=CC=C1)C(=O)O 2,5-diphenylcyclohex-3-ene-1-carboxylic acid